2-[3-(3-chloro-5-methoxyphenyl)ureido]benzamide ClC=1C=C(C=C(C1)OC)NC(NC1=C(C(=O)N)C=CC=C1)=O